FC1=CC(=CC2=C1N(C(=N2)C2=CC=C(C=C2)S(=O)(=O)C)C)C2CCN(CC2)C2CC1CCC(C2)N1C(C)C 7-fluoro-5-(1-(8-isopropyl-8-azabicyclo[3.2.1]octan-3-yl)piperidin-4-yl)-1-methyl-2-(4-(methylsulfonyl)phenyl)-1H-benzo[d]imidazole